FC1=C(C2=C(CCO2)C=C1NC1=NC(=CC(=N1)NC)C)C=1C[C@@H](CNCC1)F |o1:22| N2-[6-fluoro-7-[rel-(3S)-3-fluoro-2,3,4,7-tetrahydro-1H-azepin-5-yl]-2,3-dihydrobenzofuran-5-yl]-N4,6-dimethyl-pyrimidine-2,4-diamine